C(C)C=1C=CC(=C(C1)S(=O)(=O)NC1=NOC2=C1C(=CC(=C2)CN2N=CC(=C2)CNC(OCCNC(=O)OC(C)(C)C)=O)OC)OC 2-((tert-butoxycarbonyl)amino)ethyl ((1-((3-((5-ethyl-2-methoxyphenyl)sulfonamido)-4-methoxybenzo[d]isoxazol-6-yl)methyl)-1H-pyrazol-4-yl)methyl)carbamate